m-isopropyl-cumyl hydroperoxide C(C)(C)C=1C=C(C(C)(C)OO)C=CC1